α-methylbutanoate CC(C(=O)[O-])CC